ClCC(=O)NC(C)(C)C1=CC=C(C=C1)S(N)(=O)=O 2-chloro-N-[2-(4-sulfamoylphenyl)propan-2-yl]acetamide